BrC1=NC=2C=CC=C(C2C=C1)S(=O)(=O)NC=1C(=NC(=C(C1)F)OCC(F)F)OC 2-bromo-N-[6-(2,2-difluoroethoxy)-5-fluoro-2-methoxy-3-pyridyl]quinoline-5-sulfonamide